6-(2,3-dihydrothieno[3,4-b][1,4]dioxin-2-yl)hexane-1-sulfonic acid O1C=2C(OCC1CCCCCCS(=O)(=O)O)=CSC2